(2-((2-((4-(4-(azetidin-1-yl)piperidin-1-yl)-3-methoxyphenyl)amino)-5-methylthieno[2,3-d]pyrimidin-4-yl)amino)phenyl)dimethylphosphine oxide N1(CCC1)C1CCN(CC1)C1=C(C=C(C=C1)NC=1N=C(C2=C(N1)SC=C2C)NC2=C(C=CC=C2)P(C)(C)=O)OC